methyl (S)-4-bromo-2-(2-((tert-butoxycarbonyl)amino)propoxy)benzoate BrC1=CC(=C(C(=O)OC)C=C1)OC[C@H](C)NC(=O)OC(C)(C)C